[N+](=O)([O-])C1=CC=C(C(=O)OC2CC3(C2)CCC2(OCCO2)CC3)C=C1 8,11-Dioxadispiro[3.2.47.24]tridecan-2-yl 4-nitrobenzoate